ClC1=NC(=C2N=CN(C2=N1)C1=CC(=CC=C1)OC)N1N=C(C=C1)C=1C=C(C=CC1)C 2-Chloro-9-(3-methoxyphenyl)-6-(3-(m-tolyl)-1H-pyrazol-1-yl)-9H-purine